S1C=NC2=C1C=C(C=C2)S(=O)(=O)N2CC1=C(C2)CN(C1)C(=O)C1NCCOC1 (5-(benzo[d]thiazol-6-ylsulfonyl)-3,4,5,6-tetrahydropyrrolo[3,4-c]pyrrol-2(1H)-yl)(morpholin-3-yl)methanone